2-(7-((2S,5R)-2,5-diethyl-4-(1-(2-methylbenzo[d]thiazol-6-yl)ethyl)piperazin-1-yl)-4-methyl-5-oxo-4,5-dihydro-2H-pyrazolo[4,3-d]pyrimidin-2-yl)acetonitrile C(C)[C@@H]1N(C[C@H](N(C1)C(C)C1=CC2=C(N=C(S2)C)C=C1)CC)C=1C=2C(N(C(N1)=O)C)=CN(N2)CC#N